BrC1=C(N=C2N1C=C(C=C2)OC2=NC=CC=C2OCC(F)(F)F)C(=O)NC2(CCS(CC2)(=O)=O)C 3-bromo-N-(4-methyl-1,1-dioxidotetrahydro-2H-thiopyran-4-yl)-6-((3-(2,2,2-trifluoroethoxy)pyridin-2-yl)oxy)imidazo[1,2-a]pyridine-2-carboxamide